7-chloro-8-ethyl-10-(2-((4-fluorobenzyl)oxy)ethyl)benzo[g]pteridine ClC=1C(=CC2=C(NC=3C=NC=NC3N2CCOCC2=CC=C(C=C2)F)C1)CC